C[N+]1(CCCC1)CC(=O)O methyl-carboxymethyl-pyrrolidinium